Cl.CC1=C(C=CC=C1C1=NN=C(O1)C=1C=C(CN[C@@H](C)C(=O)O)C=CC1)C1=CC=CC=C1 (3-(5-(2-Methyl-[1,1'-biphenyl]-3-yl)-1,3,4-oxadiazol-2-yl)benzyl)-L-alanine hydrochloride